C(C)(C)(C)OC(=O)N1CCC(CC1)C1CCN(CC1)C1=CC=C(C=C1)C(C(=O)OC)CCC#N 1'-(4-(4-cyano-1-methoxy-1-oxobutan-2-yl)phenyl)-[4,4'-bipiperidine]-1-carboxylic acid tert-butyl ester